2'-amino-5'h,7'h-spiro[cyclopropane-1,8'-pyrano[4,3-b]pyridin]-5'-one NC1=CC=C2C(=N1)C1(COC2=O)CC1